OCCCCCC(CCCC)C1=C(C=C(C=C1O)CCCCCCCCCCC)O 2-(10-Hydroxydecan-5-yl)-5-undecylbenzene-1,3-diol